3-[5-trifluoromethyl-2-(3,4,5-trimethoxyphenylamino)-pyrimidin-4-ylamino]-thiophene-2-carboxylic acid amide FC(C=1C(=NC(=NC1)NC1=CC(=C(C(=C1)OC)OC)OC)NC1=C(SC=C1)C(=O)N)(F)F